C[C@]12[C@H]3CC[C@@]4([C@H](CC=C4[C@@H]3CC[C@@H]2C[C@H](CC1)NC(OCCN1CCOCC1)=O)C=1COC(C1)=O)C 2-morpholinoethyl ((3S,5R,8R,9S,10S,13R,17S)-10,13-dimethyl-17-(5-oxo-2,5-dihydrofuran-3-yl)-2,3,4,5,6,7,8,9,10,11,12,13,16,17-tetradecahydro-1H-cyclopenta[a]phenanthren-3-yl)carbamate